methyl 1-non-8-ynylpyrazole-3-carboxylate C(CCCCCCC#C)N1N=C(C=C1)C(=O)OC